7-amino-6-(2-methoxynaphthalen-1-yl)pyrazolo[1,5-a]pyrimidine-3-carboxylic acid NC1=C(C=NC=2N1N=CC2C(=O)O)C2=C(C=CC1=CC=CC=C21)OC